FC=1C(=CC(=NC1)OC)C1=CC(=NN1)C(=O)N1C2(CC2)C[C@H](CC1)C(=O)NC1CCC2(CCO2)CC1 (S)-4-(5-(5-fluoro-2-methoxypyridin-4-yl)-1H-pyrazole-3-carbonyl)-N-((4r,7S)-1-oxaspiro[3.5]non-7-yl)-4-azaspiro[2.5]octane-7-carboxamide